tert-butyl 4-[4-(4-{1-[(tert-butoxy)carbonyl]-1,2,3,6-tetrahydropyridin-4-yl}-2-methylbenzamido)-2,6-difluorophenyl]-1,2,3,6-tetrahydropyridine-1-carboxylate C(C)(C)(C)OC(=O)N1CCC(=CC1)C1=CC(=C(C(=O)NC2=CC(=C(C(=C2)F)C=2CCN(CC2)C(=O)OC(C)(C)C)F)C=C1)C